C12CN(CC(CC1)N2)C=2OC1=C(N2)C=C(C=C1C=1SC=CN1)C(C(F)(F)F)OCCOC 2-(3,8-diazabicyclo[3.2.1]octan-3-yl)-7-(thiazol-2-yl)-5-(2,2,2-trifluoro-1-(2-methoxyethoxy)ethyl)benzo[d]oxazole